COC(C1=NC(=C(C=C1)OCCOCC1=CC=CC=C1)Br)=O 5-(2-(Benzyloxy)ethoxy)-6-bromopicolinic acid methyl ester